The molecule is a 3beta-sterol consisting of stigmastan-3beta-ol with double bonds at positions 5 and 24(28). It has a role as a metabolite, an antioxidant and a hepatoprotective agent. It is a 3beta-sterol, a 3beta-hydroxy-Delta(5)-steroid and a member of phytosterols. It derives from a hydride of a stigmastane. C/C=C(\\CC[C@@H](C)[C@H]1CC[C@@H]2[C@@]1(CC[C@H]3[C@H]2CC=C4[C@@]3(CC[C@@H](C4)O)C)C)/C(C)C